ClC=1C=C(C=NC1)C(C(=O)N)C1=CC(=C(C=C1)F)C1=NC=NC2=CC(=CC=C12)N1CCOCC1 2-(5-Chloro-pyridin-3-yl)-2-[4-fluoro-3-(7-morpholin-4-yl-quinazolin-4-yl)-phenyl]acetamide